(S)-4-(2-methylthiazol-5-yl)-2-nitro-N-(oxetan-2-ylmethyl)aniline CC=1SC(=CN1)C1=CC(=C(NC[C@H]2OCC2)C=C1)[N+](=O)[O-]